C(C)(C)(C)OC(=O)N=C(NC1=NC=C(C=C1)I)NC(=O)OC(C)(C)C 2-(2,3-bis(tert-butoxycarbonyl)guanidino)-5-iodopyridine